2-methyl-5-((4-(4-(trifluoromethyl)piperidin-1-yl)phenyl)amino)isoindolin-1-one methyl-3-fluoro-6-hydroxy-2-isopropoxy-4-methylbenzoate COC(C1=C(C(=C(C=C1O)C)F)OC(C)C)=O.CN1C(C2=CC=C(C=C2C1)NC1=CC=C(C=C1)N1CCC(CC1)C(F)(F)F)=O